7-bromo-6-chloro-5,8-difluoro-2-mercaptoquinazolin-4-ol BrC1=C(C(=C2C(=NC(=NC2=C1F)S)O)F)Cl